BrC=1C=C2C=C(N(C2=CC1OCC1=NOC=C1)S(=O)(=O)C1=CC=CC=C1)CNC(=O)C1(CC1)C N-((5-bromo-6-(isoxazol-3-ylmethoxy)-1-(phenylsulfonyl)-1H-indol-2-yl)methyl)-1-methylcyclopropane-1-carboxamide